C(C)(C)(C)OC(NC1=C(N=C(S1)C)C)=O tert-butyl(2,4-dimethylthiazol-5-yl)carbamate